ClC1=CC(=CC(=N1)N1CCN(CC1)S(=O)(=O)C1=CC=C(C=C1)N1C(CC(C1)N1CCNCC1)=O)C(F)(F)F 1-[4-[4-[6-Chloro-4-(trifluoromethyl)-2-pyridyl]piperazin-1-yl]sulfonylphenyl]-4-piperazin-1-yl-pyrrolidin-2-one